C(#N)C1(CCC1)C=1C=CC=2N(C1)N=CC2C2=CC(=C(C(=O)N[C@H]1[C@H](C1)F)C(=C2)OC)OC(F)F 4-[6-(1-cyanocyclobutyl)pyrazolo[1,5-a]pyridin-3-yl]-2-(difluoromethoxy)-N-[(1R,2S)-2-fluorocyclopropyl]-6-methoxybenzamide